O1COC2=C1C=CC(=C2)C(=O)N 2H-1,3-benzodioxol-5-carboxamide